C(C)(C)C1=NC=CC=C1C1=NC=C2NC(N(C2=N1)CC1=CC=C(C=C1)C=1N(C=C(N1)C(F)(F)F)C1CN(C1)C)=O 2-(2-isopropylpyridin-3-yl)-9-(4-(1-(1-methylazetidin-3-yl)-4-(trifluoromethyl)-1H-imidazol-2-yl)benzyl)-7,9-dihydro-8H-purin-8-one